N1(CCCCCC1)C=1N=C(C2=C(C=NNC2=O)N1)NC1=CC=C(CN2CCCCC2)C=C1 1-(4-((2-(Azepan-1-yl)-5-oxo-5,6-dihydropyrimido[4,5-d]pyridazin-4-yl)amino)benzyl)piperidin